4-(((trans)-4-(4-(1,3,4-oxadiazol-2-yl)phenyl)cyclohexyl)oxy)-1H-1,2,3-triazole-5-carboxylic acid O1C(=NN=C1)C1=CC=C(C=C1)[C@@H]1CC[C@H](CC1)OC=1N=NNC1C(=O)O